1-(4-(3,4-dichlorophenoxy)-2-methyl-5-(1-methyl-7-oxo-6,7-dihydro-1H-pyrrolo[2,3-c]pyridin-3-yl)phenyl)pyrrolidine-2,5-dione ClC=1C=C(OC2=CC(=C(C=C2C2=CN(C=3C(NC=CC32)=O)C)N3C(CCC3=O)=O)C)C=CC1Cl